triazolo[4,5-b]pyridin-3-yl 6-methoxypyrazolo[1,5-a]pyridine-3-carboxylate COC=1C=CC=2N(C1)N=CC2C(=O)ON2N=NC=1C2=NC=CC1